ethyl 5-methyl-9-[4-(trifluoromethyl)phenyl]-9H-carbazole-3-carboxylate CC1=C2C=3C=C(C=CC3N(C2=CC=C1)C1=CC=C(C=C1)C(F)(F)F)C(=O)OCC